C(C)OC1N(CCC(C1)C(=O)N[C@H]1CNCC1)C=1C=CC(=NC1)C=1C=NC=CC1 ethoxy-[2,3'-bipyridine]-5-yl-N-[(3R)-pyrrolidin-3-yl]Piperidine-4-carboxamide